N-((S)-(4,4-difluoro-cyclohexyl)(5-((S)-2-methoxy-1-((S)-2-oxo-4-(trifluoromethyl)imidazolidin-1-yl)ethyl)benzo[d]oxazol-2-yl)methyl)-1-(ethyl-d5)-1H-pyrazole-3-carboxamide FC1(CCC(CC1)[C@H](NC(=O)C1=NN(C=C1)C(C([2H])([2H])[2H])([2H])[2H])C=1OC2=C(N1)C=C(C=C2)[C@@H](COC)N2C(N[C@@H](C2)C(F)(F)F)=O)F